5-fluoro-2-((1-(7-methyl-4-(methyl-d3)-3-(1-methyl-1H-pyrazol-5-yl)-5-oxo-4,5-dihydroimidazo[1,5-a]quinazolin-9-yl)ethyl-1-d)amino)benzamide FC=1C=CC(=C(C(=O)N)C1)NC(C)([2H])C=1C=C(C=C2C(N(C=3N(C12)C=NC3C3=CC=NN3C)C([2H])([2H])[2H])=O)C